tert-butyl (2-(7'-(4-chloro-2-(trifluoromethyl)phenyl)-2'-(2-ethoxypyridin-3-yl)-7',8'-dihydro-6'H-spiro[piperidine-4,5'-[1,7]naphthyridin]-1-yl)-2-oxoethyl)carbamate ClC1=CC(=C(C=C1)N1CC2(C=3C=CC(=NC3C1)C=1C(=NC=CC1)OCC)CCN(CC2)C(CNC(OC(C)(C)C)=O)=O)C(F)(F)F